azadithiadiindenofluorene S1SN=CC=2C=3C=4C(=C5C(C3CC12)=CC=1C=CC=CC15)C=C1C=CC=CC14